N,N-Dimethylpropenylurea CN(C(=O)NC=CC)C